N-(4-(trifluoromethyl)phenyl)acetamide hydrochloride Cl.FC(C1=CC=C(C=C1)NC(C)=O)(F)F